FC1=C(C=CC(=C1)F)CC(=O)OC methyl 2,4-difluorophenylacetate